(E)-{2-Thiabicyclo[3.3.0]octa-1(5),3-dien-6-ylidene}acetaldehyde C1=2SC=CC2\C(\CC1)=C\C=O